(R)-5-(3-(cyclopropylamino)pyrrolidin-1-yl)-N-(8-fluoro-2-(fluoromethyl)imidazo[1,2-a]pyridin-6-yl)pyrazine-2-carboxamide C1(CC1)N[C@H]1CN(CC1)C=1N=CC(=NC1)C(=O)NC=1C=C(C=2N(C1)C=C(N2)CF)F